BrC1=C(C(=C(C(=C1F)F)C(F)(F)F)F)F 1-Bromo-2,3,5,6-tetrafluoro-4-trifluoromethylbenzene